methyl 4-[(4-methoxyphenyl) methyl-propanoyl-amino]-6,6-dimethyl-2,5-dihydropyran-3-carboxylate COC1=CC=C(C=C1)CN(C1=C(COC(C1)(C)C)C(=O)OC)C(CC)=O